(R)-5-(2-(dimethylamino)ethoxy)-2-methyl-N-(1-(3-(1-methyl-1H-pyrazol-4-yl)-5-(1-((tetrahydro-2H-pyran-4-yl)methyl)-1H-pyrazol-4-yl)phenyl)ethyl)benzamide CN(CCOC=1C=CC(=C(C(=O)N[C@H](C)C2=CC(=CC(=C2)C=2C=NN(C2)CC2CCOCC2)C=2C=NN(C2)C)C1)C)C